CC1=CC=C(C=C1)S(=O)(=O)OC(CCCCCCC)CC Decane-8-yl 4-toluenesulfonate